Dinitrostilbene-2,2'-disulfonic acid Disodium salt [Na+].[Na+].[N+](=O)([O-])C(=C(C=1C(=CC=CC1)S(=O)(=O)[O-])[N+](=O)[O-])C=1C(=CC=CC1)S(=O)(=O)[O-]